C(CCCCCCC)C=1NC(=CC1)CCCCCCCC 2,5-di-n-octylpyrrole